ClC(CCCCCCCCCCCNC(OCC1=CC=CC=C1)=O)=O benzyl (12-chloro-12-oxododecyl)carbamate